OC[C@H](O)[C@@H](O)[C@H](O)[C@H](O)CO 3E-Sorbitol